C1(=CC=CC=C1)C(C1=CC=CC=C1)=NC=1C2=C(C(=NC1)NC(OC(C)(C)C)=O)COC2 tert-butyl (7-((diphenylmethylene)amino)-1,3-dihydrofuro[3,4-c]pyridin-4-yl)carbamate